4-(2-((4,6-dimethylpyrimidin-2-yl)amino)-4-(trifluoromethyl)phenyl)-5,6-dihydropyridine-1(2H)-carboxylic acid tert-butyl ester C(C)(C)(C)OC(=O)N1CC=C(CC1)C1=C(C=C(C=C1)C(F)(F)F)NC1=NC(=CC(=N1)C)C